ACETYL-D-MANNOSAMINE [2H]CC(=O)C1([C@H]([C@H]([C@@H]([C@H](O1)CO)O)O)N)O